O1C[C@H](CC1)COC=1C=C(C=CC1)C1(CCOCC1)C(=O)N[C@@H](C)C1=CC=C(C(=O)O)C=C1 4-[(1S)-1-[[4-[3-[[(3S)-Tetrahydrofuran-3-yl]methoxy]phenyl]tetrahydropyran-4-carbonyl]amino]ethyl]benzoic acid